C(CC(C)C)NCCCCCCCCN N-isopentyloctane-1,8-diamine